3-((7-oxo-9-(trifluoromethyl)-7H-pyrimido[5',4':3,4]cyclopenta[1,2-c]quinolin-2-yl)amino)pyridinenitrile O=C1C2=C(C3=C1C=NC1=CC=C(C=C31)NC=3C(=NC=CC3)C#N)C=NC(=N2)C(F)(F)F